2-(2-methoxyethoxy)ethane-1-sulfonamide COCCOCCS(=O)(=O)N